butyl methyl peroxide COOCCCC